COC1=C2C(=CC=3C=CC(OC31)=O)C=CO2 9-methoxy-7H-furo[3,2-g][1]-benzopyran-7-one